COC(=O)C1=C(C=CC=C1)C1CCN(CC1)C(=O)OC(C)(C)C tert-butyl 4-(2-(methoxycarbonyl)phenyl)piperidine-1-carboxylate